NC(C(=O)N1CCN(CC1)C(=O)NC1=NC(N(C=C1)C1=CC=2CCC(CC2C=C1)N[C@@H]1C[C@H](CC1)N)=O)(C)C 4-(2-Amino-2-methylpropanoyl)-N-(1-(6-(((1S,3S)-3-aminocyclopentyl)amino)-5,6,7,8-tetrahydronaphthalen-2-yl)-2-oxo-1,2-dihydropyrimidin-4-yl)piperazine-1-carboxamide